ClC1=CC=C(C=C1)C1=C(CCC(C1)(C)C)CN1CCN(CC1)C1=CC(=C(C=C1)S(=O)(=O)NC(=O)C1=NC(=C(C=C1)F)Br)OC=1C=C2C(=NC1)NC=C2 N-[4-[4-[[2-(4-chlorophenyl)-4,4-dimethylcyclohexen-1-yl]methyl]piperazin-1-yl]-2-(1H-pyrrolo[2,3-b]pyridin-5-yloxy)phenyl]sulfonyl-6-bromo-5-fluoropyridine-2-carboxamide